NC1=NC(=CC(=C1)NCCCC)CC1=CC=C(C2=CC=CC=C12)CN1CCCC1 2-Amino-4-(butylamino)-6-((4-(pyrrolidin-1-ylmethyl)naphthalen-1-yl)methyl)pyridin